BrC1=CN(C2=CN=C(C=C21)C2=C(C=CC=C2)C(C)C)COCC[Si](C)(C)C 2-[[3-bromo-5-(2-isopropylphenyl)pyrrolo[2,3-c]pyridin-1-yl]methoxy]ethyl-trimethyl-silane